C(C=C)(=O)N1C[C@@H]2COC3=C(C(N2CC1)=O)C(=NC(=C3Cl)C3=C(C=CC=C3)F)N3C(C[C@H](C3)N(C)C)(C)C (R)-8-acryloyl-4-chloro-1-((R)-4-(dimethylamino)-2,2-dimethylpyrrolidin-1-yl)-3-(2-fluorophenyl)-6,6a,7,8,9,10-hexahydro-12H-pyrazino[2,1-c]pyrido[3,4-f][1,4]oxazepin-12-one